dodecanol-d C(CCCCCCCCCCC)O[2H]